N-cyclopentyl-5-(5-fluoro-2-((5-morpholinylpyridin-2-yl)amino)pyrimidin-4-yl)-4-methylthiazol-2-amine C1(CCCC1)NC=1SC(=C(N1)C)C1=NC(=NC=C1F)NC1=NC=C(C=C1)N1CCOCC1